C(C)(C)(C)C=1C=C(NN1)NC(=O)NC1=CC=C(C=C1)N1C=NC2=C1C=CC(=C2)OCCO 1-(5-tert-butyl-2H-pyrazol-3-yl)-3-{4-[5-(2-hydroxy-ethoxy)-benzoimidazol-1-yl]-phenyl}-urea